(S)-1-(4-(2-amino-3-(octylamino)-3-oxopropyl)phenyl) 4-methyl 2-methylenesuccinate, Trifluoroacetate Salt FC(C(=O)O)(F)F.C=C(C(=O)OC1=CC=C(C=C1)C[C@@H](C(=O)NCCCCCCCC)N)CC(=O)OC